7-Chloro-2-[(2R)-3-(3,4-dihydro-1H-isoquinolin-2-yl)-2-hydroxy-propyl]-4,5-dihydro-3H-2-Benzazepine-1-one ClC=1C=CC2=C(CCCN(C2=O)C[C@@H](CN2CC3=CC=CC=C3CC2)O)C1